BrC=1C(=C2C=NN(C2=C(C1)C(=O)OC)COCC[Si](C)(C)C)OC methyl 5-bromo-4-methoxy-1-{[2-(trimethylsilyl)ethoxy]methyl}-1H-indazole-7-carboxylate